N,4-dimethyl-1-phenyl-1H-pyrazole-3-carboxamide CNC(=O)C1=NN(C=C1C)C1=CC=CC=C1